3-(5-fluoropyridin-2-yl)-3-methoxy-5,5-dimethyl-6-oxocyclohex-1-enecarbonitrile FC=1C=CC(=NC1)C1(C=C(C(C(C1)(C)C)=O)C#N)OC